N,N'-di-t-butoxycarbonyl-N''-(4-chlorophenyl)guanidine C(C)(C)(C)OC(=O)NC(=NC1=CC=C(C=C1)Cl)NC(=O)OC(C)(C)C